O(C1=CC=CC=C1)[C@H]1C[C@@H](N(C1)C(=O)O)C(=O)O (2R,4S)-4-phenoxypyrrolidine-1,2-dicarboxylic acid